sodium carbonate, Trishydrochloride Cl.Cl.Cl.C([O-])([O-])=O.[Na+].[Na+]